tert-butyl (S)-((1-(5-chloro-2-ethoxybenzyl)pyrrolidin-2-yl)methyl)carbamate ClC=1C=CC(=C(CN2[C@@H](CCC2)CNC(OC(C)(C)C)=O)C1)OCC